COC1=CC=C(C=N1)[C@H](C(C(=O)OC)(C)C)NC(=O)C1CC(C1)CCC1=NC=2NCCCC2C=C1 Methyl (R)-3-(6-methoxypyridin-3-yl)-2,2-dimethyl-3-(3-(2-(5,6,7,8-tetrahydro-1,8-naphthyridin-2-yl)ethyl)cyclobutane-1-carboxamido)propanoate